NC1=C(CO)C=CC(=C1)N 2,4-diaminobenzyl alcohol